C[C@]12CC[C@@H]([C@@]([C@@H]1CC[C@@]3([C@@H]2CC=C4[C@]3(CC[C@@]5([C@H]4CC(CC5)(C)C)C(=O)O[C@H]6[C@@H]([C@H]([C@@H]([C@H](O6)CO[C@H]7[C@@H]([C@H]([C@@H]([C@H](O7)COC(=O)C[C@](C)(CC(=O)O)O)O)O)O[C@H]8[C@@H]([C@H]([C@@H]([C@H](O8)CO)O)O)O)O)O[C@H]9[C@@H]([C@H]([C@@H]([C@H](O9)CO)O)O)O)O)C)C)(C)C(=O)O)O The molecule is a pentacyclic triterpenoid saponin isolated from the aerial parts of Dianthus versicolor. It has been shown to exhibit cytotoxic activity against a panel of cancer cell lines. It has a role as an antineoplastic agent and a plant metabolite. It is a carboxylic ester, a hydroxy carboxylic acid, a pentacyclic triterpenoid, a tetrasaccharide derivative and a triterpenoid saponin. It derives from a 3-hydroxy-3-methylglutaric acid and a gypsogenic acid. It derives from a hydride of an oleanane.